O=C1NC(CCC1C1=NN(C2=CC(=CC=C12)C1C(CN(CC1)CC(=O)OC(C)(C)C)(F)F)C(C)C)=O tert-butyl 2-[4-[3-(2,6-dioxo-3-piperidyl)-1-isopropyl-indazol-6-yl]-3,3-difluoro-1-piperidyl]acetate